C=1N=CC=2C1CCC2 5,6-dihydrocyclopenta[c]pyrrol